OC=1C=C(C=C(C1)O)CP(O)=O (3,5-dihydroxyphenyl)methylphosphinic acid